NC1=NC=2C(=CC=CC2C=2N1C=C(N2)CN2CC1=CC=C(C=C1CC2)NC(C)=O)F N-(2-((5-amino-7-fluoroimidazo[1,2-c]quinazolin-2-yl)methyl)-1,2,3,4-tetrahydroisoquinolin-6-yl)acetamide